1-benzyl-3-(6-methoxy-2-methylpyridin-3-yl)-7-(trifluoromethyl)-2,3-dihydroquinazolin-4(1H)-one C(C1=CC=CC=C1)N1CN(C(C2=CC=C(C=C12)C(F)(F)F)=O)C=1C(=NC(=CC1)OC)C